5,6-dimethyl-2,3-pyrazinedicarboxylic acid CC=1N=C(C(=NC1C)C(=O)O)C(=O)O